FC=1C=C(NC2C(NC(CC2)=O)=O)C=CC1N1CCC(CC1)CC1=C2CCNCC2=CC=C1 3-[3-fluoro-4-[4-(1,2,3,4-tetrahydroisoquinolin-5-ylmethyl)-1-piperidinyl]anilino]piperidine-2,6-dione